C(C)(C)N(CC(O)C1=CNC2=NC=C(C=C21)OC)C 2-(isopropyl-(methyl)amino)-1-(5-methoxy-1H-pyrrolo[2,3-b]pyridin-3-yl)ethan-1-ol